10-bromo-2-(4,6-diphenyl-1,3,5-triazin-2-yl)-7-phenyl-7H-benzofuro[2,3-b]carbazole BrC1=CC=2C=3C=C4C(=CC3N(C2C=C1)C1=CC=CC=C1)OC1=C4C=C(C=C1)C1=NC(=NC(=N1)C1=CC=CC=C1)C1=CC=CC=C1